C=1CCC=C2OC=3C(OC21)=CCCC3 2,3,7,8-tetrahydrodibenzo-p-dioxin